9,9',9''-(4-(dibenzo[b,d]furan-1-yl)-6-(3,6-diphenyl-9H-carbazol-9-yl)pyridine-2,3,5-triyl)tris(9H-carbazole-3,6-dicarbonitrile) C1(=CC=CC=2OC3=C(C21)C=CC=C3)C3=C(C(=NC(=C3N3C2=CC=C(C=C2C=2C=C(C=CC32)C#N)C#N)N3C2=CC=C(C=C2C=2C=C(C=CC32)C3=CC=CC=C3)C3=CC=CC=C3)N3C2=CC=C(C=C2C=2C=C(C=CC32)C#N)C#N)N3C2=CC=C(C=C2C=2C=C(C=CC32)C#N)C#N